methyl 6-(4-amino-3-methyl-phenyl)pyridine-3-carboxylate NC1=C(C=C(C=C1)C1=CC=C(C=N1)C(=O)OC)C